1-Oleoyl-2-palmitoyl-sn-glycero-3-phosphocholin C(CCCCCCC\C=C/CCCCCCCC)(=O)OC[C@@H](OC(CCCCCCCCCCCCCCC)=O)COP(=O)([O-])OCC[N+](C)(C)C